The molecule is an ammonium ion resulting from the protonation of the amino group of 2-{[(4-methoxybenzyl)(methyl)amino]methyl}-2-methylpropane-1,3-diol. It is a conjugate acid of a 2-{[(4-methoxybenzyl)(methyl)amino]methyl}-2-methylpropane-1,3-diol. CC(C[NH+](C)CC1=CC=C(C=C1)OC)(CO)CO